C(=O)(OC(C)(C)C)N[C@@H](CCCN)C(=O)O Boc-L-ornithine